7-(2-((2-hydroxybenzyl)amino)ethyl)quinolin-2(1H)-one trifluoroacetate FC(C(=O)O)(F)F.OC1=C(CNCCC2=CC=C3C=CC(NC3=C2)=O)C=CC=C1